C(C)(C)(C)N1N=CC(=C(C1=O)Cl)OCC1=CC(=C(C=C1)OCCCF)OC 2-(tert-butyl)-4-chloro-5-((4-(3-fluoropropoxy)-3-methoxyphenylmethyl)oxy)pyridazin-3(2H)-one